NC[C@H](O)[C@@H](O)[C@H](O)[C@H](O)CO Glucamine